FC(C1=NN=C(O1)C1=CC(=C(CN(S(=O)(=O)C)C=2C=NC=NC2)C=C1)F)F N-(4-(5-(difluoromethyl)-1,3,4-oxadiazol-2-yl)-2-fluorobenzyl)-N-(pyrimidin-5-yl)methanesulfonamide